COC1=CC=C(C=C1)C1=C(NC=2N(C1=O)N=C(C2C(=C)C)C2=CC=CC=C2)C 6-(4-methoxyphenyl)-5-methyl-2-phenyl-3-(1-propen-2-yl)pyrazolo[1,5-a]pyrimidin-7(4H)-one